ClC1=C(C=C2C=CN(C2=C1)C1=CC=CC=C1)F 6-chloro-5-fluoro-1-phenyl-1H-indole